(S)-N-(1-(3,4-dichlorophenyl)-2-(dimethylamino)ethyl)-2-nitro-3-(trifluoromethoxy)benzenesulfonamide ClC=1C=C(C=CC1Cl)[C@@H](CN(C)C)NS(=O)(=O)C1=C(C(=CC=C1)OC(F)(F)F)[N+](=O)[O-]